1,3-bis(4,7,10-trimethyl-2,5,8,11-tetraoxatetradec-12-en-13-yl)benzene CC(COC)OCC(OCC(OC=C(C)C1=CC(=CC=C1)C(=COC(COC(COC(COC)C)C)C)C)C)C